ClC=1C=C(C(=NC1)N1C(C(N(C(C1)=O)CC1=CC=C(C=C1)C)C12CC(C1)(C2)C(=O)OC)=O)F methyl 3-(4-(5-chloro-3-fluoropyridin-2-yl)-1-(4-methylbenzyl)-3,6-dioxopiperazin-2-yl)bicyclo[1.1.1]pentane-1-carboxylate